2-(3,4-dimethoxyphenyl)-7-[4-(dimethylamino)cyclohex-1-en-1-yl]-4H-pyrido[1,2-a]pyrimidin-4-one COC=1C=C(C=CC1OC)C=1N=C2N(C(C1)=O)C=C(C=C2)C2=CCC(CC2)N(C)C